ClC=1C=C(CC2=NC=CC(=C2)N2N=C(C=3C(NCCC32)=O)C)C=C(C1F)F 1-(2-(3-chloro-4,5-difluorobenzyl)pyridin-4-yl)-3-methyl-1,5,6,7-tetrahydro-4H-pyrazolo[4,3-c]pyridin-4-one